3-[(4-cyclopropylpiperazin-1-yl)methyl]bicyclo[1.1.1]pentane-1-carboxamide C1(CC1)N1CCN(CC1)CC12CC(C1)(C2)C(=O)N